[Cl-].C1=CC=CC1.[Nd+3].[Cl-].[Cl-] Neodymium monocyclopentadiene chloride